(+)-N6-(2-(4-(2-Methoxyphenyl)piperazin-1-yl)ethyl)-N6-propyl-4,5,6,7-tetrahydrobenzo[d]thiazole-2,6-diamine CCCN(CCN1CCN(CC1)C2=CC=CC=C2OC)C3CCC4=C(C3)SC(=N4)N